Cl.FC=1C2=C(C=NC1N1CCNCC1)N=C(N2)C2=CC(=CN2)C(=O)C2=C(C=CC=C2)C(F)(F)F (5-(7-fluoro-6-(piperazin-1-yl)-1H-imidazo[4,5-c]pyridin-2-yl)-1H-pyrrol-3-yl)(2-(trifluoromethyl)phenyl)methanone hydrochloride